2,3,5,6-tetraiodo-4-triiodomethylphenol IC1=C(C(=C(C(=C1I)C(I)(I)I)I)I)O